[Si](C)(C)(C(C)(C)C)O[C@H]1[C@H]2N(C(C3=C(N1C(=O)OCC=C)C=C(C(=C3)OC)O)=O)C=C(C2)C (11S,11aS)-allyl 11-((tert-butyldimethylsilyl)oxy)-8-hydroxy-7-methoxy-2-methyl-5-oxo-11,11a-dihydro-1H-benzo[e]pyrrolo[1,2-a][1,4]diazepine-10(5H)-carboxylate